9,10-bis(n-butylcarbonyloxy)anthracene Natrium Selenit [Se](=O)([O-])[O-].[Na+].C(CCC)C(=O)OC=1C2=CC=CC=C2C(=C2C=CC=CC12)OC(=O)CCCC.[Na+]